2-((3,5-dicyano-6-(dimethylamino)-4-ethylpyridin-2-yl)thio)-2-(3-(2-(dimethylamino)ethoxy)phenyl)acetamide C(#N)C=1C(=NC(=C(C1CC)C#N)N(C)C)SC(C(=O)N)C1=CC(=CC=C1)OCCN(C)C